7-((tetrahydro-2H-pyran-4-yl)oxy)-4-(o-tolyl)-2H-chromen-2-one O1CCC(CC1)OC1=CC=C2C(=CC(OC2=C1)=O)C1=C(C=CC=C1)C